Cl.FC1=C(C=CC(=C1C1=CC2=C(N=C(N=C2)NCCC2CCNCC2)N(C1=O)C)F)[N-]S(=O)(=O)N1C[C@@H](CC1)F (R)-N-(2,4-difluoro-3-(8-methyl-7-oxo-2-((2-(piperidin-4-yl)ethyl)amino)-7,8-dihydropyrido[2,3-d]pyrimidin-6-yl)phenyl)-3-fluoropyrrolidine-1-sulfonyl-amide hydrochloride